C[C@@H](C(=O)SCCNC(CCNC([C@@H](C(COP(OP(OC[C@@H]1[C@H]([C@H]([C@@H](O1)N1C=NC=2C(N)=NC=NC12)O)OP(=O)(O)O)(=O)O)(=O)O)(C)C)O)=O)=O)C(=O)O |&1:1| (R)- and (S)-methylmalonyl-CoA